C1(CC1)C(CO)NC(OC(C)(C)C)=O tert-butyl (1-cyclopropyl-2-hydroxyethyl)carbamate